2-fluoro-4-(((2-(4-methyl-1-oxo-1,3-dihydroisobenzofuran-5-yl)-1,2,3,4-tetrahydroisoquinolin-6-yl)amino)methyl)benzonitrile FC1=C(C#N)C=CC(=C1)CNC=1C=C2CCN(CC2=CC1)C=1C(=C2COC(C2=CC1)=O)C